COC1=C(C=C(C=N1)NC=C1C(OC(OC1=O)(C)C)=O)C 5-[[(6-methoxy-5-methylpyridin-3-yl)amino]methylidene]-2,2-dimethyl-1,3-dioxane-4,6-dione